5-(4-((2R,5S)-5-(4-chlorobenzyl)-2-((methylsulfonyl)methyl)morpholino)piperidin-1-yl)-4H-1,2,4-triazol-3-amine dihydrochloride Cl.Cl.ClC1=CC=C(C[C@@H]2N(C[C@@H](OC2)CS(=O)(=O)C)C2CCN(CC2)C=2NC(=NN2)N)C=C1